N-butylaminoethylmercaptan C(CCC)NCCS